(3R)-2'-{6-amino-5-[(1R)-1-(3,5-difluoropyridin-4-yl)ethoxy]pyridin-3-yl}-N-(propan-2-yl)-5',6'-dihydrospiro[pyrrolidine-3,4'-pyrrolo[1,2-b]pyrazole]-1-carboxamide NC1=C(C=C(C=N1)C=1C=C2N(N1)CC[C@]21CN(CC1)C(=O)NC(C)C)O[C@H](C)C1=C(C=NC=C1F)F